CN(C/C=C/C(=O)N([C@@H](C)C(=O)OC(C)(C)C)C)C tert-butyl (E)-N-(4-(dimethylamino)but-2-enoyl)-N-methyl-L-alaninate